8-heptyloxymethoxy-1,3,5-trimethyloctylmagnesium iodide C(CCCCCC)OCOCCCC(CC(CC(C)[Mg]I)C)C